(5-(6-bromo-7-fluoro-1H-benzo[d]imidazol-2-yl)-1H-pyrrol-3-yl)(2-(trifluoromethyl)pyridin-3-yl)methanone BrC=1C=CC2=C(NC(=N2)C2=CC(=CN2)C(=O)C=2C(=NC=CC2)C(F)(F)F)C1F